di(t-butyl)disilane C(C)(C)(C)[SiH]([SiH3])C(C)(C)C